4-(4-(2-(6,6-difluoro-3-azabicyclo[3.1.0]hexan-3-yl)-6-methylpyrimidin-4-yl)-1H-pyrazole-1-yl)-3-(6-azaspiro[2.5]octane-6-yl)aniline FC1(C2CN(CC12)C1=NC(=CC(=N1)C=1C=NN(C1)C1=C(C=C(N)C=C1)N1CCC2(CC2)CC1)C)F